ClC=1C=CC(=C(C1)NC(=O)C=1SC=CC1)OCCOC N-(5-chloro-2-(2-methoxyethoxy)phenyl)thiophene-2-carboxamide